C(C)(=O)O[C@H]1C[C@@H]2C(N([C@H]1[C@@H]2Br)CC2=CC=C(C=C2)OC)=O (1R,4R,6S,7R)-7-bromo-2-(4-methoxybenzyl)-3-oxo-2-azabicyclo[2.2.1]hept-6-yl acetate